FC=1C=C(C=C(C1)F)C=1C2=C(N=CN1)NC(=C2)C=2C=CC(=NC2)CCN2CCC1(CN(C1)C(C=C)=O)CC2 1-(7-(2-(5-(4-(3,5-difluorophenyl)-7H-pyrrolo[2,3-d]pyrimidin-6-yl)pyridin-2-yl)ethyl)-2,7-diazaspiro[3.5]non-2-yl)prop-2-en-1-one